2,2,2-trifluoro-1-[2-[8-imino-7-methyl-9-[[4-[1-methyl-4-(trifluoromethyl)imidazol-2-yl]phenyl]methyl]purin-2-yl]phenyl]ethanol FC(C(O)C1=C(C=CC=C1)C1=NC=C2N(C(N(C2=N1)CC1=CC=C(C=C1)C=1N(C=C(N1)C(F)(F)F)C)=N)C)(F)F